3,12-Dimethoxy-2-((4-(trifluoromethyl)benzyl)-oxy)-5,6,8,9,14,14a-hexahydroindolo[3',2':4,5]pyrido[2,1-a]isochinolin COC1=CC=2CCN3C(C2C=C1OCC1=CC=C(C=C1)C(F)(F)F)CC1=C(C3)NC=3C=CC(=CC31)OC